tert-butyl N-(2-bromo-4-chloro-5-methyl-3-pyridyl)carbamate BrC1=NC=C(C(=C1NC(OC(C)(C)C)=O)Cl)C